3-hydroxyacrylamide OC=CC(=O)N